tert-butyl(2-amino-5-(4-(dimethylamino)piperidin-1-yl)-4-fluorophenyl)carbamate C(C)(C)(C)OC(NC1=C(C=C(C(=C1)N1CCC(CC1)N(C)C)F)N)=O